C(C)N(CC)[Nb+2](N(CC)CC)N(CC)CC tris(diethylamino)niobium(V)